(S)-1-(6-(2,4-dioxo-1,2,3,4-tetrahydropyrimidin-5-yl)imidazo[1,2-b]pyridazin-8-yl)-4,4-difluoropyrrolidin-3-yl ((R)-1,1,1-trifluoropropan-2-yl)carbamate FC([C@@H](C)NC(O[C@H]1CN(CC1(F)F)C=1C=2N(N=C(C1)C=1C(NC(NC1)=O)=O)C=CN2)=O)(F)F